5-ethyl-3-(3-methoxybenzyl)benzoxazol-2-one C(C)C=1C=CC2=C(N(C(O2)=O)CC2=CC(=CC=C2)OC)C1